C1(=CC=CC=C1)C#CC1(C(=O)N(C(C1)=O)O)C(=O)OCC1C2=CC=CC=C2C2=CC=CC=C12 (Phenylethynyl)-Fmoc-N-hydroxysuccinimide